BrC1=CC(=C(C=C1)OC)Cl 4-bromo-2-chloro-1-methoxybenzene